[Cl-].[Cl-].[Mg+2].[Al](Cl)(Cl)Cl aluminum trichloride magnesium dichloride